CC1OC(CN(C1)C1=CC=C(C(=N1)C)NC1CCC2(CC(C2)N)CC1)C N7-(6-(2,6-dimethylmorpholino)-2-methylpyridin-3-yl)spiro[3.5]nonane-2,7-diamine